Cl.ClC1=C(C=C(OCC(=O)N)C=C1)F 2-(4-chloro-3-fluorophenoxy)acetamide hydrochloride